phenyl (2-aminopyrimidin-5-yl)carbamate NC1=NC=C(C=N1)NC(OC1=CC=CC=C1)=O